C1(=CC(=CC=C1)C[C@]1(C[C@H](CC1)NS(=O)(=O)C)C(=O)NCCOCC1=CC=CC=C1)C1=CC=CC=C1 |o1:7,9| (1R*,3S*)-1-([1,1'-biphenyl]-3-ylmethyl)-N-(2-(benzyloxy)ethyl)-3-(methylsulfonamido)cyclopentane-1-carboxamide